(3-((trimethylsilyl)ethynyl)phenyl)morpholine C[Si](C)(C)C#CC=1C=C(C=CC1)N1CCOCC1